FC=1C=C(CC2=NC=CC(=C2)NN)C=C(C1)C(F)(F)F 2-(3-fluoro-5-(trifluoromethyl)benzyl)-4-hydrazinopyridine